5-((2r,4s)-2-(2,5-difluorophenyl)-4-fluoropyrrolidin-1-yl)-N-(4-(6-(2-hydroxyacetyl)-3,6-diazabicyclo[3.1.1]hept-3-yl)phenyl)pyrazolo[1,5-a]pyrimidine-3-carboxamide FC1=C(C=C(C=C1)F)[C@@H]1N(C[C@H](C1)F)C1=NC=2N(C=C1)N=CC2C(=O)NC2=CC=C(C=C2)N2CC1N(C(C2)C1)C(CO)=O